C(C1=CC=CC=C1)N1CCC(CC1)C1=NNC(=C1)NCC=1SC(=CC1)Cl 3-(1-benzylpiperidin-4-yl)-N-[(5-chlorothiophen-2-yl)methyl]-1H-pyrazol-5-amine